N[C@@H](CC1=CC=C(C=C1)O)C(=O)C1(C(C=CC(C[C@H](N)C(=O)O)=C1)O)N 5-tyrosyl-5-aminotyrosine